C(C)(C)(C)OC(=O)N1[C@H](C[C@H](C1)O)C=1C=C(C(=O)O)C=CC1C 3-((cis)-1-(tert-butoxycarbonyl)-4-hydroxypyrrolidin-2-yl)-4-methylbenzoic acid